C1NC2=C(C=C(C(=C2)C(F)(F)F)S(=O)(=O)N)S(=O)(=O)N1 The molecule is a benzothiadiazine consisting of a 3,4-dihydro-HH-1,2,4-benzothiadiazine bicyclic system dioxygenated on sulfur and carrying trifluoromethyl and aminosulfonyl groups at positions 6 and 7 respectively. A diuretic with actions and uses similar to those of hydrochlorothiazide. It has a role as a diuretic and an antihypertensive agent. It is a benzothiadiazine and a thiazide.